N-(2-methoxyethyl)-1H-pyrrolo[2,3-b]Pyridine-2-carboxamide COCCNC(=O)C1=CC=2C(=NC=CC2)N1